2-(trideuteriomethoxy)pyridine [2H]C(OC1=NC=CC=C1)([2H])[2H]